1-(7-(6-chloro-2-(3-(dimethylamino)azetidin-1-yl)-8-fluoro-7-(5-methyl-1H-indazol-4-yl)quinazolin-4-yl)-2,7-diazaspiro[3.5]nonan-2-yl)prop-2-en-1-one ClC=1C=C2C(=NC(=NC2=C(C1C1=C2C=NNC2=CC=C1C)F)N1CC(C1)N(C)C)N1CCC2(CN(C2)C(C=C)=O)CC1